C1(C=CC(N1CC(=O)ON1C(CCC1=O)=O)=O)=O N-[e-maleimidoacetyloxy]succinimide